BrC=1C=NN(C1)C1CCC(CC1)N1CCC(CC1)C1=C(C=C(C=C1)[N+](=O)[O-])F 1-[4-(4-bromopyrazol-1-yl)cyclohexyl]-4-(2-fluoro-4-nitro-phenyl)piperidine